C(CCC)[C@@H]1CC[C@H](CC1)C1=CC=C(C=C1)O 4-(trans-4-butylcyclohexyl)phenol